S1C2=C(C(=C1)C1=CC=C3CN(C(C3=C1)=O)CC(=O)NC(C(=O)O)CC(CF)=O)C=CC=C2 (2-(6-(benzo[b]thiophen-3-yl)-1-oxoisoindolin-2-yl)acetamido)-5-fluoro-4-oxopentanoic acid